NCC=1C=C(C=CC1)C(C)NC(C)CC N-(1-(3-(aminomethyl)phenyl)ethyl)-butan-2-amine